The molecule is a member of the class of pyranoxanthones that is 2H,6H-pyrano[3,2-b]xanthen-6-one substituted by a 2-[(2S)-3,3-dimethyloxiran-2-yl]-2-hydroxyethyl group at position 12, hydroxy groups at positions 5 and 8 and geminal methyl groups at position 2. It is isolated from the stem bark of Calophyllum brasiliense and exhibits significant inhibitory activity against 12-O-tetradecanoylphorbol-13-acetate induced Epstein-Barr virus early antigen activation in Raji cells. It has a role as a metabolite and an antineoplastic agent. It is a polyphenol, a member of pyranoxanthones, an epoxide and a secondary alcohol. CC1(C=CC2=C(C3=C(C(=C2O1)CC([C@H]4C(O4)(C)C)O)OC5=C(C3=O)C=C(C=C5)O)O)C